(2,4-Difluoro-5-(methylamino)phenyl)Methanol FC1=C(C=C(C(=C1)F)NC)CO